5-bromo-N-(3-fluoro-5-methoxy-2,6-dimethylphenyl)-2-methyl-2H-indazol-4-amine BrC1=C(C2=CN(N=C2C=C1)C)NC1=C(C(=CC(=C1C)OC)F)C